(R,E)-N-(cyclopropylmethylene)-2-methylpropane-2-sulfinamide C1(CC1)\C=N\[S@](=O)C(C)(C)C